C(C(=C)C)(=O)OCCC[Si](OC)(OC)OC (γ-methacryloxypropyl)trimethoxysilane